CN1N=C(C=2C(C1=O)=CC(N(C2)C2CCN(CC2)C(=O)OC(C)(C)C)=O)N[C@H](C)C2=C(C(=CC=C2)C(F)(F)F)C tert-butyl (R)-4-(2-methyl-4-((1-(2-methyl-3-(trifluoromethyl)phenyl)ethyl)amino)-1,7-dioxo-1,7-dihydropyrido[3,4-d]pyridazin-6(2H)-yl)piperidine-1-carboxylate